CC1=C(CN[C@@H](CCO[C@@H]2C[C@@H](C2)CCC2=NC=3NCCCC3C=C2)C(=O)O)C(=CN=C1)C N-(3,5-dimethylisonicotinyl)-O-(cis-3-(2-(5,6,7,8-tetrahydro-1,8-naphthyridin-2-yl)ethyl)cyclobutyl)homoserine